3-{2,2-dimethyl-8-[4-(trifluoromethyl)phenyl]-2H-chromen-6-yl}-N-(4-methoxyphenyl)acrylamide CC1(OC2=C(C=C(C=C2C=C1)C=CC(=O)NC1=CC=C(C=C1)OC)C1=CC=C(C=C1)C(F)(F)F)C